4,4'-diphenylphosphonooxybenzophenone oxime C1(=CC=CC=C1)C1=CC(=C(C(C2=CC=C(C=C2)C2=CC=CC=C2)=NO)C=C1)OP(=O)(O)O